(1H-pyrazol-3-yl)(4-(2-(trifluoromethyl)phenyl)piperidin-1-yl)methanone N1N=C(C=C1)C(=O)N1CCC(CC1)C1=C(C=CC=C1)C(F)(F)F